N=1N(N=CC1)CC(=O)C=1C=CC(=C(C1)N1C(=NC2=CC=CC(=C2C1=O)C#C)CN1CCN(CC1)C(COC1=CC=C(C=C1)C(F)(F)F)=O)OC(C)C 3-(5-(2-(2H-1,2,3-Triazol-2-yl)acetyl)-2-isopropoxyphenyl)-5-ethynyl-2-((4-(2-(4-(trifluoromethyl)phenoxy)acetyl)piperazin-1-yl)methyl)quinazolin-4(3H)-one